CC(=O)C=NC1=C(NC(=O)NC1=O)NCCCCCO The molecule is a nucleobase analogue that is uracil substituted with a (5-hydroxypentyl)amino group at position 6 and an (E)-(2-oxopropylidene)amino group at position 5; one of 20 modifications to the potent microbial riboflavin-based metabolite antigen 5-(2-oxopropylideneamino)-6-D-ribityl aminouracil (5-OP-RU), an activator of mucosal-associated invariant T (MAIT) cells when presented by the MR1 protein (reported in MED:32123373). It has a role as an epitope. It is a pyrimidone and a nucleobase analogue. It derives from a uracil.